3-chloro-5-(trifluoromethyl)benzene ClC=1C=CC=C(C1)C(F)(F)F